OB1OC(C2=C1C=C(C=C2)C(=O)NCCNCC(=O)O)(C)C N-(2-(1-hydroxy-3,3-dimethyl-1,3-dihydrobenzo[c][1,2]oxaborole-6-carboxamido)ethyl)glycine